CS(=O)(=O)N[C@@H]1CN(CC1)C(=O)OC(C)(C)C tert-butyl (S)-3-(methylsulfonamido)pyrrolidine-1-carboxylate